(R)-2-fluoro-N-(8-methylisoquinolin-1-yl)-4-(4-(3-oxomorpholino)pyrimidin-2-ylamino)-N-(piperidin-3-yl)benzamide FC1=C(C(=O)N([C@H]2CNCCC2)C2=NC=CC3=CC=CC(=C23)C)C=CC(=C1)NC1=NC=CC(=N1)N1C(COCC1)=O